C(C)(C)(C)C1=C(N=CN1)C(=C1C(NCC(N1)=O)=O)[2H] 6-((5-(tert-butyl)-1H-imidazol-4-yl)methylene-d)piperazine-2,5-dione